Kalium pyrosulfat S(=O)(=O)([O-])OS(=O)(=O)[O-].[K+].[K+]